O=C1C(=C(C=NN1COCC[Si](C)(C)C)N[C@H](C=O)C)C(F)(F)F (S,E)-2-((6-oxo-5-(trifluoromethyl)-1-((2-(trimethylsilyl)ethoxy)methyl)-1,6-dihydropyridazin-4-yl)amino)propanal